CNCC#C N-methyl-propargylamine